C(C)(C)C1=NOC(=N1)N1CCC(CC1)[C@H](C)OC=1SC2=NC(=CC=C2N1)C=1C=NC(=CC1)C(F)(F)F 2-((S)-1-(1-(3-isopropyl-1,2,4-oxadiazol-5-yl)piperidin-4-yl)ethoxy)-5-(6-(trifluoromethyl)pyridin-3-yl)thiazolo[5,4-b]pyridine